3-((6-chloro-2-cyclopropyl-7-fluoro-1-(1-(4-(methylamino)-4-oxobutyl)-1H-pyrazol-4-yl)-1H-indol-3-yl)thio)-2-fluorobenzoic acid ClC1=CC=C2C(=C(N(C2=C1F)C=1C=NN(C1)CCCC(=O)NC)C1CC1)SC=1C(=C(C(=O)O)C=CC1)F